tert-butyl 4-(7-cyano-8-hydroxy-1,5-naphthyridin-2-yl)-3,6-dihydropyridine-1(2H)-carboxylate C(#N)C1=CN=C2C=CC(=NC2=C1O)C=1CCN(CC1)C(=O)OC(C)(C)C